methyl (2R,3S,5S)-2-(((6-(5-fluoropyrimidin-2-yl)bicyclo[4.1.0]heptan-3-yl)oxy)methyl)-3-(2,2,2-trifluoroacetamido)-5-(trifluoromethyl)pyrrolidine-1-carboxylate FC=1C=NC(=NC1)C12CCC(CC2C1)OC[C@@H]1N([C@@H](C[C@@H]1NC(C(F)(F)F)=O)C(F)(F)F)C(=O)OC